2,3,5,6-tetrafluoropyridin FC1=NC(=C(C=C1F)F)F